8-((R)-hexahydropyrrolo[1,2-a]pyrazin-2(1H)-yl)-2-methylpyrido[4,3-d]pyrimidin-7(6H)-one C1[C@@H]2N(CCN1C=1C(NC=C3C1N=C(N=C3)C)=O)CCC2